4-((4-ethynyl-2-(N-methyl-methanesulfonamido)phenyl)-amino)-N-methoxy-6-((5-methoxypyridin-2-yl)amino)-nicotinamide C(#C)C1=CC(=C(C=C1)NC1=CC(=NC=C1C(=O)NOC)NC1=NC=C(C=C1)OC)N(S(=O)(=O)C)C